BrC1=CC=C(C=C1)C(C(=O)NC1=CC=2C(=CN=CC2)S1)CN1C(C2=CC=CC=C2C1=O)=O 2-(4-bromophenyl)-3-(1,3-dioxoisoindol-2-yl)-N-(thieno[2,3-c]pyridin-2-yl)propanamide